2-(2-((2S,6R)-2,6-dimethyl-1-((6-methylpyridin-3-yl)methyl)-4-(pyridin-2-yl)piperidin-4-yl)ethyl)-5-fluoropyridine C[C@@H]1N([C@@H](CC(C1)(C1=NC=CC=C1)CCC1=NC=C(C=C1)F)C)CC=1C=NC(=CC1)C